NC(C)(CCC)C1=NN(C2=CN=C(C=C21)NC2=CC=C1C(=N2)CC(OC1=O)(C)C)C 2-((3-(2-aminopentan-2-yl)-1-methyl-1H-pyrazolo[3,4-c]pyridin-5-yl)amino)-7,7-Dimethyl-7,8-dihydro-5H-pyrano[4,3-b]pyridin-5-one